3-(7,8-Difluoro-1-methyl-4-oxo-pyrazolo[4,3-c]quinolin-5-yl)propanoic Acid FC=1C(=CC=2C3=C(C(N(C2C1)CCC(=O)O)=O)C=NN3C)F